1-(2-bromo-phenyl)-2-methoxy-ethanone BrC1=C(C=CC=C1)C(COC)=O